benzhydrol C(C1=CC=CC=C1)(C1=CC=CC=C1)O